ClC1=C(C(=O)N(COCC)C2(CC2)C#N)C=C(C=C1)C=1C=NN(C1)C=1N(N=C(C1OC(F)F)C(C(F)(F)F)(C(F)(F)F)F)C 2-chloro-N-(1-cyanocyclopropyl)-5-[1-[4-(difluoromethoxy)-2-methyl-5-[1,2,2,2-tetrafluoro-1-(trifluoromethyl)ethyl]pyrazol-3-yl]pyrazol-4-yl]-N-(ethoxymethyl)benzamide